ClC1=CC=C(C(=N1)C(=O)O)N[C@H](C)C=1C=C(C=C2C(C(=C(OC12)C=1C=NC(=CC1)C=1C=NN(C1)C)C)=O)C (R)-6-chloro-3-((1-(3,6-dimethyl-2-(6-(1-methyl-1H-pyrazol-4-yl)pyridin-3-yl)-4-oxo-4H-chromen-8-yl)ethyl)amino)picolinic acid